ammonium gallium sulfate hydrate O.S(=O)(=O)([O-])[O-].[Ga+3].[NH4+].S(=O)(=O)([O-])[O-]